C1(CC1)C1=C(C(=NO1)C1=C(C=CC=C1Cl)Cl)COC1=CC=C2C(=N1)C(C(C1=C(O2)C=C(C=C1)C(=O)OC)O)(F)F methyl 2-((5-cyclopropyl-3-(2,6-dichlorophenyl)isoxazol-4-yl)methoxy)-11,11-difluoro-10-hydroxy-10,11-dihydrobenzo[6,7]oxepino[3,2-b]pyridine-7-carboxylate